Tert-Butyl 4-{[1-(2-{2-[2-(benzyloxy)ethoxy]ethoxy}ethyl)-5,6-difluoro-1H-indol-2-yl]carbonyl}piperazine-1-carboxylate C(C1=CC=CC=C1)OCCOCCOCCN1C(=CC2=CC(=C(C=C12)F)F)C(=O)N1CCN(CC1)C(=O)OC(C)(C)C